methyl-6-(4-(5-(4-chloro-3-fluorophenyl)-7,7-dimethyl-6,7-dihydro-5H-pyrrolo[2,3-b]pyrazine-2-carbonyl)-3,3-dimethylpiperazin-1-yl)-2,4-dimethylnicotinic acid CC=1C(=NC(=C(C(=O)O)C1C)C)N1CC(N(CC1)C(=O)C=1N=C2C(=NC1)N(CC2(C)C)C2=CC(=C(C=C2)Cl)F)(C)C